vanadium-chromium-titanium salt [Ti].[Cr].[V]